5-hydroxy-2-(1-methyl-2,6-dioxo-3-piperidyl)isoindoline-1,3-dione OC=1C=C2C(N(C(C2=CC1)=O)C1C(N(C(CC1)=O)C)=O)=O